5-(4-(diphenylamino)phenyl)pyrazin-2-amine C1(=CC=CC=C1)N(C1=CC=C(C=C1)C=1N=CC(=NC1)N)C1=CC=CC=C1